CC1(OC[C@H](O1)COC1=NC=C(C=N1)N=C(C1=CC=CC=C1)C1=CC=CC=C1)C (R)-2-((2,2-dimethyl-1,3-dioxolan-4-yl)methoxy)-N-(diphenylmethylene)pyrimidin-5-amine